C(CCCCCCCCCCCCC\C=C/CCCCCCCC)(=O)O Nervonic acid